4-amino-7-fluoro-N-methyl-N-((5R)-2-(trifluoromethyl)-6,7-dihydro-5H-cyclopenta[b]pyridin-5-yl)-1,3-dihydrofuro[3,4-c]quinoline-8-carboxamide NC1=NC=2C=C(C(=CC2C2=C1COC2)C(=O)N([C@@H]2CCC1=NC(=CC=C12)C(F)(F)F)C)F